4-(Dimethylsulfamoyl)benzoic acid [3-(3-ethyl-4-oxo-spiro[6,8-dihydro-5H-pyrazolo[4,3-c]azepin-7,4'-tetrahydropyran]-1-yl)-2,2-dimethyl-propyl] ester C(C)C1=NN(C2=C1C(NCC1(CCOCC1)C2)=O)CC(COC(C2=CC=C(C=C2)S(N(C)C)(=O)=O)=O)(C)C